C1(=CC=CC=C1)S(=O)OCC.[Na] sodium ethyl benzenesulfinate